C(C)(C)(C)OC(=O)N(C1=CC(=NC=2N1N=CC2C(C)C)NC[C@H]2[C@H](CN(CC2)C(=O)OC(C)(C)C)O)CC=2C=NC=CC2 Tert-butyl (3R,4S)-4-(((7-((tert-butoxycarbonyl) (pyridin-3-ylmethyl) amino)-3-isopropylpyrazolo[1,5-a]pyrimidin-5-yl) amino) methyl)-3-hydroxypiperidine-1-carboxylate